N-(3-methoxyphenyl)-2-(2-(5-(trifluoromethyl)-1,2,4-oxadiazol-3-yl)-6,7-dihydrothieno[3,2-c]pyridin-5(4H)-yl)acetamide COC=1C=C(C=CC1)NC(CN1CC2=C(CC1)SC(=C2)C2=NOC(=N2)C(F)(F)F)=O